ClC1=C(C(=CC=C1)C)NC(=O)C1=CN=C[Se]1 N-(2-chloro-6-methylphenyl)-1,3-selenazole-5-carboxamide